tert-butyl 9-(2-(4-((8-cyclopentyl-7-oxo-7,8-dihydropyrido[2,3-d]pyrimidin-2-yl)amino)-3-methylphenylsulfonamido)ethoxy)-3-azaspiro[5.5]undecane-3-carboxylate C1(CCCC1)N1C(C=CC2=C1N=C(N=C2)NC2=C(C=C(C=C2)S(=O)(=O)NCCOC2CCC1(CCN(CC1)C(=O)OC(C)(C)C)CC2)C)=O